C(C)OC(C(F)(F)C1=[N+](C=CC(=C1)C)[O-])=O 2-(2-ethoxy-1,1-difluoro-2-oxoethyl)-4-methylpyridine-1-oxide